C(C)C=1C=C(C=NC1C)NC(C(=O)O)=O 2-[(5-ethyl-6-methyl-3-pyridyl)amino]-2-oxo-acetic acid